diindeno[1,2,3-cd:1',2',3'-lm]perylene C1=C2C(=CC=C1)C=1C=CC=3C=4C=CC5=C6C(=CC=C(C7=CC=C2C1C73)C64)C6=CC=CC=C65